C12CN(CC(CC1)N2)C2=C1C(=NC=C2)N(CC1)C(=O)NC=1C(=CC=2N(C1)C=C(N2)C)F 4-(3,8-diazabicyclo[3.2.1]octan-3-yl)-N-(7-fluoro-2-methylimidazo[1,2-a]pyridin-6-yl)-2,3-dihydro-1H-pyrrolo[2,3-b]pyridine-1-carboxamide